FC1=C(C(=CC=C1)OC)C=1C=NC2=CC(=NC=C2C1)C1CN(CC1)C(C=C)=O 3-(2-Fluoro-6-methoxyphenyl)-7-[1-(prop-2-enoyl)pyrrolidin-3-yl]-1,6-naphthyridin